N-(5-chloro-6-(1,1-dioxidoisothiazolidin-2-yl)pyridin-3-yl)-1-(isoquinolin-4-yl)-5-(trifluoromethyl)-1H-pyrazole-4-carboxamide ClC=1C=C(C=NC1N1S(CCC1)(=O)=O)NC(=O)C=1C=NN(C1C(F)(F)F)C1=CN=CC2=CC=CC=C12